chloro-1-tetrahydropyran-2-yl-indazol-5-amine ClC1=NN(C2=CC=C(C=C12)N)C1OCCCC1